CC=1C=CC=C2C=CN=C(C12)N[C@H]1CN(CCC1)C(=O)OC(C)(C)C tert-butyl (R)-3-((8-methylisoquinolin-1-yl)amino)piperidine-1-carboxylate